(S)-5-benzyl-N-(5'-methyl-4'-oxo-4',5'-dihydro-3'H-spiro[cyclopropane-1,2'-pyrido[3,2-b][1,4]oxazepin]-3'-yl)-1,3,4-oxadiazole-2-carboxamide C(C1=CC=CC=C1)C1=NN=C(O1)C(=O)N[C@@H]1C(N(C2=C(OC13CC3)C=CC=N2)C)=O